methyl 2-(4-cyano-4-phenylpiperidine-1-carbonyl)-5-(trifluoromethyl)isonicotinate C(#N)C1(CCN(CC1)C(=O)C=1C=C(C(=O)OC)C(=CN1)C(F)(F)F)C1=CC=CC=C1